C(C)(C)(C)C1=C(C(=CC=C1C)C(C)(C)C)O 2,6-di-t-butyl-3-methylphenol